(2R)-N-((R or S)-(3-chloro-4-fluorophenyl)(cis-3-(2,2,2-trifluoroethoxy)cyclobutyl)methyl)-2-methyl-3-oxopiperazine-1-carboxamide ClC=1C=C(C=CC1F)[C@H](NC(=O)N1[C@@H](C(NCC1)=O)C)[C@@H]1C[C@@H](C1)OCC(F)(F)F |o1:8|